ethyl (E)-3-(2-((1s,4s)-4-((3-((tert-butoxycarbonyl)amino)pyridin-2-yl)methoxy)cyclohexyl)phenoxy)acrylate C(C)(C)(C)OC(=O)NC=1C(=NC=CC1)COC1CCC(CC1)C1=C(O/C=C/C(=O)OCC)C=CC=C1